ethyl 3-hexylundec-2-enoate C(CCCCC)C(=CC(=O)OCC)CCCCCCCC